C(C)OC(CCC(=O)C1=NC(=CC(=C1O)C#N)SC)=O 4-(4-cyano-3-hydroxy-6-methylsulfanyl-pyridin-2-yl)-4-oxo-butyric acid ethyl ester